tert-Butyl (R)-2-(3-(((S)-sec-butyl)amino)propanamido)-5-methyl-3-(thiazolo[4,5-c]pyridin-2-yl)-4,7-dihydrothieno[2,3-c]pyridine-6(5H)-carboxylate [C@H](C)(CC)NCCC(=O)NC1=C(C2=C(CN([C@@H](C2)C)C(=O)OC(C)(C)C)S1)C=1SC2=C(C=NC=C2)N1